4-((3R,4S)-3-(Dimethylamino)-4-hydroxy-3-(3-(trifluoromethyl)phenethyl)piperidin-1-yl)-2,6-difluoro-N-(pyrimidin-4-yl)benzenesulfonamide formate C(=O)O.CN([C@@]1(CN(CC[C@@H]1O)C1=CC(=C(C(=C1)F)S(=O)(=O)NC1=NC=NC=C1)F)CCC1=CC(=CC=C1)C(F)(F)F)C